4-(4-(T-Butoxycarbonyl)piperazin-1-yl)-3-fluorobenzoic acid-6-d C(C)(C)(C)OC(=O)N1CCN(CC1)C1=C(C=C(C(=O)O)C(=C1)[2H])F